isopropyl (S)-6-diazo-2-(3-hydroxy-2-oxopropanamido)-5-oxohexanoate [N+](=[N-])=CC(CC[C@@H](C(=O)OC(C)C)NC(C(CO)=O)=O)=O